N-(2,4-difluoro-3-(7-fluoro-3-(1H-imidazol-2-yl)-1H-indazol-6-yl)phenyl)-1-ethyl-1H-pyrazole-4-sulfonamide FC1=C(C=CC(=C1C1=CC=C2C(=NNC2=C1F)C=1NC=CN1)F)NS(=O)(=O)C=1C=NN(C1)CC